O[C@@H]1[C@](OC[C@H]([C@H]1O)O)(CO)OCCCNC(CCCCCCCCCCC)=O N-(3-(((2R,3S,4R,5R)-3,4,5-trihydroxy-2-(hydroxymethyl)tetrahydro-2H-pyran-2-yl)oxy)propyl)dodecanamide